diphenyl-phenylphenol C1(=CC=CC=C1)C1=C(C(=C(C=C1)O)C1=CC=CC=C1)C1=CC=CC=C1